5-chloro-1,2-benzoxazole-3-carboxylic acid ethyl ester C(C)OC(=O)C1=NOC2=C1C=C(C=C2)Cl